NCCC(C)O[Si](OCC)(OCC)CCCN (beta-aminoethyl)-gamma-aminopropyl-triethoxysilane